(3R)-N-[5-(2-chloro-5-cyanophenyl)-1H-indazol-3-yl]piperidine-3-carboxamide hydrochloride Cl.ClC1=C(C=C(C=C1)C#N)C=1C=C2C(=NNC2=CC1)NC(=O)[C@H]1CNCCC1